FC(C(=O)OCC)(C=1C=C2C(N(CC2=C(C1)C(F)(F)F)C1=CC(=CC=C1)C1(COC1)CC1=NN=CN1C)=O)F ethyl 2,2-difluoro-2-(2-(3-(3-((4-methyl-4H-1,2,4-triazol-3-yl)methyl)oxetan-3-yl)phenyl)-3-oxo-7-(trifluoromethyl)isoindolin-5-yl)acetate